(9H-fluoren-9-yl)methyl 4-((4-(3-(3-((tert-butoxycarbonyl)amino)prop-1-yn-1-yl)-4-(methoxycarbonyl)phenyl)piperazin-1-yl)methyl)piperidine-1-carboxylate C(C)(C)(C)OC(=O)NCC#CC=1C=C(C=CC1C(=O)OC)N1CCN(CC1)CC1CCN(CC1)C(=O)OCC1C2=CC=CC=C2C=2C=CC=CC12